ethyl (S)-2-amino-4-phenylbutyrate hydrochloride Cl.N[C@H](C(=O)OCC)CCC1=CC=CC=C1